ethyl-sec-hexylphosphinate C(C)P([O-])(=O)C(C)CCCC